rac-(1R,2S,6R)-2-(4-bromophenyl)-6-((2-fluoro-4-(trifluoromethyl)phenyl)carbamoyl)-4-(methoxymethyl)cyclohexane-1-carboxylic acid BrC1=CC=C(C=C1)[C@@H]1[C@H]([C@@H](CC(C1)COC)C(NC1=C(C=C(C=C1)C(F)(F)F)F)=O)C(=O)O |r|